N-cyclopentyl-2-(6-methyl-2,6-diazaspiro[3.3]heptan-2-yl)benzo[d]thiazole-6-carboxamide C1(CCCC1)NC(=O)C1=CC2=C(N=C(S2)N2CC3(C2)CN(C3)C)C=C1